(S)-1-[3,5-bis(trifluoromethyl)phenyl]ethanol FC(C=1C=C(C=C(C1)C(F)(F)F)[C@H](C)O)(F)F